2-di-t-butylphosphino-3,4,5,6-tetramethyl-2,4,6-triisopropyl-1,1-biphenyl C(C)(C)(C)P(C1(C(C(C(C(C1C)(C(C)C)C)C)(C(C)C)C)C1=CC=CC=C1)C(C)C)C(C)(C)C